C(CCC)C=1N(C(=C(C(N1)=O)CC1=CC=C(C=C1)C1CC1)O)[C@@H](CC)C=1C=C(C#N)C=CC1 3-[(1S)-1-{2-butyl-5-[(4-cyclopropylphenyl)methyl]-6-hydroxy-4-oxo-1,4-dihydropyrimidin-1-yl}propyl]benzonitrile